cyclopentanonecarbonyl-oxygen C1(C(CCC1)C(=O)[O])=O